C1=CC=CC=2C3=CC=CC=C3C(C12)COC(=O)NCCC(=O)NC(CC(=O)OC)C(=O)N(CC(CC)C)CC(OCC)OCC methyl 3-(3-((((9H-fluoren-9-yl) methoxy) carbonyl) amino) propanamido)-4-((2,2-diethoxyethyl) (2-methylbutyl) amino)-4-oxobutanoate